(6S)-17-fluoro-25-hydroxy-14-oxa-2,8,21,22,26,27-hexazahexacyclo[19.5.2.02,6.08,12.015,20.024,28]octacosa-1(26),15(20),16,18,22,24,27-heptaen-7-one FC1=CC=2OCC3CCCN3C([C@@H]3CCCN3C3=NC(=C4C=NN(C2C=C1)C4=N3)O)=O